5-fluoro-1-(2-trimethylsilylethoxymethyl)indazol-6-ol FC=1C=C2C=NN(C2=CC1O)COCC[Si](C)(C)C